N1=CC=C(C=C1)C1=C(C=CC=C1)C#CC1=NNC2=CC=C(C=C12)C(=O)N1CC2(C1)CCOCC2 (3-((2-(pyridin-4-yl)phenyl)ethynyl)-1H-indazol-5-yl)(7-oxa-2-azaspiro[3.5]nonan-2-yl)methanone